N1(C=NC=C1)C1=CC(=C(C=C1)NC(=O)C=1C(=NOC1C)C1=CC=CC=C1)OC (4-imidazol-1-yl-2-methoxy-phenyl)-5-methyl-3-phenyl-isoxazole-4-carboxylic acid amide